2-butoxy-7-((2-ethyl-1,2,3,4-tetrahydro-isoquinolin-7-yl)methyl)-5H-pyrrolo[3,2-d]pyrimidin-4-amine C(CCC)OC=1N=C(C2=C(N1)C(=CN2)CC2=CC=C1CCN(CC1=C2)CC)N